Tetraphenylresorcinol diphosphite OP(O)OP(O)O.C1(=CC=CC=C1)C1=C(C(=C(C(=C1O)C1=CC=CC=C1)O)C1=CC=CC=C1)C1=CC=CC=C1